FC1=CC=C(C=C1)SCP(OCC)(OCC)=O Diethyl {[(4-fluorophenyl)sulfanyl]methyl}phosphonate